C(C)N1[C@H]2[C@@](CCC1)(CCC2)COC=2N=C(C1=C(N2)C(=C(N=C1)C1=CC(=CC2=CC=C(C(=C12)C#C)F)O)F)N1CCOCCC1 4-(2-(((4as,7ar)-1-ethyloctahydro-4aH-cyclopenta[b]pyridin-4a-yl)methoxy)-8-fluoro-4-(1,4-oxazepan-4-yl)pyrido[4,3-d]pyrimidin-7-yl)-5-ethynyl-6-fluoronaphthalen-2-ol